(S)-N4-(tert-butoxy)-N1-((S)-3-methoxy-1-((naphthalen-1-ylmethyl)amino)-1-oxopropan-2-yl)-2-(2-phenylacetamido)succinamide C(C)(C)(C)ONC(C[C@@H](C(=O)N[C@H](C(=O)NCC1=CC=CC2=CC=CC=C12)COC)NC(CC1=CC=CC=C1)=O)=O